2,3-dihydro-1H-pyrido[2,3-b][1,4]oxazine-6-carboxamide formate C(=O)O.N1C2=C(OCC1)N=C(C=C2)C(=O)N